ClC=1N=C2N(C(C1)=O)C=CC(=C2)OC 2-chloro-8-methoxy-4H-pyrido[1,2-a]pyrimidin-4-one